OC(C(=O)[O-])CC.[Zn+2].OC(C(=O)[O-])CC zinc hydroxybutyrate